BrC1=C(C=CC(=C1)Cl)/C=C/CO (E)-3-(2-bromo-4-chlorophenyl)prop-2-en-1-ol